2-[[4-[6-[(4-cyano-2-fluoro-phenyl)methoxy]-3-fluoro-2-pyridyl]-3-fluoro-phenyl]methyl]-3-(2-methoxyethyl)benzimidazole-5-carboxylic acid C(#N)C1=CC(=C(C=C1)COC1=CC=C(C(=N1)C1=C(C=C(C=C1)CC=1N(C2=C(N1)C=CC(=C2)C(=O)O)CCOC)F)F)F